tert-Butyl N-((4-methyl-4-piperidyl)methyl)carbamate CC1(CCNCC1)CNC(OC(C)(C)C)=O